1-iodo-2,4-dimethyl-3-nitrobenzene IC1=C(C(=C(C=C1)C)[N+](=O)[O-])C